(S*)-(9-fluoro-10,11-dihydrobenzo[6,7]oxepino[3,2-b]pyridin-11-yl)methanamine FC1=CC=CC2=C1C[C@H](C1=NC=CC=C1O2)CN |o1:8|